5-methoxy-2,2-dimethyl-N-(3-methyl-1-(2-(4-methylpiperazin-1-yl)ethyl)-1H-indazol-6-yl)-2H-chromen-6-carboxamide COC1=C2C=CC(OC2=CC=C1C(=O)NC1=CC=C2C(=NN(C2=C1)CCN1CCN(CC1)C)C)(C)C